FC1=C2C=C(N=NC2=CC(=C1)OC)C1C[C@@H](N([C@@H](C1)C)C)C 5-fluoro-7-methoxy-3-((2s,4r,6r)-1,2,6-trimethylpiperidin-4-yl)cinnoline